Cl.C(C)(C)(C)C=1C=C(C=CC1)NC1=CC=C(C=C1)C1=CC=CC=C1 N-(3-(tert-butyl)phenyl)-[1,1'-biphenyl]-4-amine hydrochloride